3-(2-chlorophenoxy)-2-butenoic acid tert-butyl ester C(C)(C)(C)OC(C=C(C)OC1=C(C=CC=C1)Cl)=O